6,7-dimethoxy-2-methyl-N-{(1R)-1-[3-(3-methylpyridin-4-yl)phenyl]ethyl}-quinazolin-4-amine COC=1C=C2C(=NC(=NC2=CC1OC)C)N[C@H](C)C1=CC(=CC=C1)C1=C(C=NC=C1)C